(5-chloro-2,3-dihydro-1H-indene-1,1-diyl)dimethanol ClC=1C=C2CCC(C2=CC1)(CO)CO